BrCCCC=1NC=CC1 bromopropyl-pyrrole